5-((7,8-Dimethoxy-1H-imidazo[4,5-c]quinolin-1-yl)methyl)pyridine-2-sulfonamide COC=1C(=CC=2C3=C(C=NC2C1)N=CN3CC=3C=CC(=NC3)S(=O)(=O)N)OC